(R)-5-(6-((2-fluoro-3-hydroxy-3-methylbutyl)carbamoyl)-7-(isopropylamino)pyrazolo[1,5-a]pyrimidin-2-yl)nicotinic acid methyl ester COC(C1=CN=CC(=C1)C1=NN2C(N=CC(=C2NC(C)C)C(NC[C@H](C(C)(C)O)F)=O)=C1)=O